C1(CC1)C1=C(C=CC=C1)C1N(C=CC(C1)=O)C(=O)OCC1=CC=CC=C1 benzyl 2-mono(2-cyclopropylphenyl)-4-oxo-3,4-dihydropyridine-1(2H)-carboxylate